C(C1=CC=CC=C1)OCC1CCC(CC1)C=1N=C2N(C=C(C(=C2)OC(C)C)C(=O)NC2=NC(=CC=C2)C(F)F)C1 2-[4-(benzyloxymethyl)cyclohexyl]-N-[6-(difluoromethyl)-2-pyridinyl]-7-isopropoxy-imidazo[1,2-a]pyridine-6-carboxamide